FC(C(O)(C1=CC=CC=C1)F)CC difluorophenylbutan-1-ol